C(C)N(C1=NC(=CC(=N1)C(=O)NC1=CC(=C(C(=O)O)C=C1)C)C(C)C)C(C)C 4-(2-(Ethyl-(isopropyl)amino)-6-isopropylpyrimidine-4-amido)-2-methylbenzoic acid